N1CCC(CCC1)C1=C(C=CC2=C1C(=C(O2)C)C(=O)N)OCC2=CC=CC=C2 (azepan-4-yl)-5-(benzyloxy)-2-methylbenzofuran-3-carboxamide